5-methyl-3-(2-methyl-4-(trifluoromethyl)phenoxy)-N-(3-(S-methylsulfonyl)phenyl)-6-(trifluoromethyl)pyridazine-4-carboxamide CC=1C(=C(N=NC1C(F)(F)F)OC1=C(C=C(C=C1)C(F)(F)F)C)C(=O)NC1=CC(=CC=C1)S(=O)(=O)C